CS(=O)(=O)N1CCC(=CC1)C1=CC=C2CNC(C2=C1)=O 6-(1-(methylsulfonyl)-1,2,3,6-tetrahydropyridin-4-yl)-1-oxoisoindolin